tert-butyl N-[[1-(5-amino-2-chloro-pyrimidin-4-yl)pyrrolidin-3-yl]methyl]carbamate NC=1C(=NC(=NC1)Cl)N1CC(CC1)CNC(OC(C)(C)C)=O